(S)-3-(5-methyl-1-(oxetan-3-yl)-1,2,5,6-tetrahydropyridin-3-yl)-1H-pyrrolo[2,3-b]pyridine C[C@H]1C=C(CN(C1)C1COC1)C1=CNC2=NC=CC=C21